methyl 3-[6-(2-cyclopentyloxy-pyridin-3-yl)-1-oxo-3,4-dihydro-1H-isoquinolin-2-yl]-propionate C1(CCCC1)OC1=NC=CC=C1C=1C=C2CCN(C(C2=CC1)=O)CCC(=O)OC